O=C1NC(CCC1N1C(N(C2=C1C=CC(=C2)C2=CC(N(C=C2)CC(=O)OC(C)(C)C)=O)C)=O)=O tert-butyl 2-[4-[1-(2,6-dioxo-3-piperidyl)-3-methyl-2-oxo-benzimidazol-5-yl]-2-oxo-1-pyridyl]acetate